7,10-Difluoro-5-methyl-1,5,10,10a-tetrahydropyrrolo[1,2-b]isoquinolin-3(2H)-one FC=1C=CC=2C(C3N(C(C2C1)C)C(CC3)=O)F